N(=[N+]=[N-])CCOCCOCCOCCOCCC(NC(COCCC(=O)OC1=C(C(=C(C(=C1F)F)F)F)F)(COCCC(=O)OC1=C(C(=C(C(=C1F)F)F)F)F)COCCC(OC1=C(C(=C(C(=C1F)F)F)F)F)=O)=O.C(C)(C)NCCNC(=O)OC(C)(C)C N-isopropyl-N'-(t-Butoxycarbonyl) ethylenediamine perfluorophenyl 1-azido-15-oxo-17,17-bis((3-oxo-3-(perfluorophenoxy)propoxy)methyl)-3,6,9,12,19-pentaoxa-16-azadocosan-22-oate